CC1=C(C=C(C(=O)N)C=C1)N[C@@H](C)C=1C=NC=C(C1)C1=CC=CC=C1 4-methyl-3-{[(1S)-1-(5-phenylpyridin-3-yl)ethyl]amino}benzamide